C[Si](CCOCN1N=NC(=C1)C=1C=C(C=CC1)NC(OC(C)(C)C)=O)(C)C tert-butyl (3-(1-((2-(trimethylsilyl)ethoxy)methyl)-1H-1,2,3-triazol-4-yl)phenyl)carbamate